tert-butyl ((1-((5-bromopyridin-3-yl) sulfonyl)azetidin-3-yl)methyl)carbamate BrC=1C=C(C=NC1)S(=O)(=O)N1CC(C1)CNC(OC(C)(C)C)=O